5-[4-(4-chlorophenyl)-1H-imidazol-2-yl]-2-methoxypyridine ClC1=CC=C(C=C1)C=1N=C(NC1)C=1C=CC(=NC1)OC